C(C)OC(=O)C=1N=C(SC1)N1CCOC2=C1C=CC(=C2)Br (7-bromo-3,4-dihydro-2H-1,4-benzoxazin-4-yl)-1,3-thiazole-4-carboxylic acid ethyl ester